C(C)(C)(C)N1CCN(CC1)C=1C=C(C=C(C1)Cl)C1=NC(=CC(=C1O)C1=CC(=C(C=C1)N1C(N(C=C1)C)=O)Cl)C 1-(4-(2-(3-(4-(tert-butyl)piperazin-1-yl)-5-chlorophenyl)-3-hydroxy-6-methylpyridin-4-yl)-2-chlorophenyl)-3-methyl-1,3-dihydro-2H-imidazol-2-one